4-(1-(2,2-difluoroethyl)-1H-pyrazol-4-yl)-N-((1R,3S)-3-(6-(pyridin-3-yl)-3H-imidazo[4,5-b]pyridin-3-yl)cyclohexyl)-5-(trifluoromethyl)pyrimidin-2-amine FC(CN1N=CC(=C1)C1=NC(=NC=C1C(F)(F)F)N[C@H]1C[C@H](CCC1)N1C=NC=2C1=NC=C(C2)C=2C=NC=CC2)F